C(C)(C)(C)OC(=O)N1CC=2N(CC1)N=CC2Br tert-butyl-3-bromo-6,7-dihydro-4H-pyrazolo[1,5-a]pyrazine-5-carboxylate